(S)-2-(6'-bromospiro[cyclopropane-1,3'-isochroman]-8'-yl)pyrrolidine-1-carboxylic acid tert-butyl ester C(C)(C)(C)OC(=O)N1[C@@H](CCC1)C=1C=C(C=C2CC3(OCC12)CC3)Br